FC=1C=C(COC2=C(SC=C2)C(=O)NC=2C=NC=CC2)C=CC1 3-(3-fluorobenzyloxy)-N-(pyridin-3-yl)thiophene-2-carboxamide